N1(C=NC=C1)C1=CC=C(CN(C2=CC=C(CN3CC(NCC3)=O)C=C2)CC2=CC(=CC=C2)OC)C=C1 4-(4-((4-(1H-imidazol-1-yl)benzyl)(3-methoxybenzyl)amino)benzyl)piperazin-2-one